rel-4-Bromo-6-chloro-5-((1S,2R)-2-ethynylcyclopropyl)-1-(tetrahydro-2H-pyran-2-yl)-1H-indazole BrC1=C2C=NN(C2=CC(=C1[C@@H]1[C@@H](C1)C#C)Cl)[C@@H]1OCCCC1 |o1:16|